BrCC=1C=C(CO[Si](C)(C)C(C)(C)C)C=CC1 ((3-(bromomethyl)benzyl)oxy)(t-butyl)dimethylsilane